C1(=CC=CC=C1)C=1NC(=CN1)C(=O)[O-].[Na+] sodium 2-phenyl-1H-imidazole-5-carboxylate